6-fluoro-3-(4-piperidyl)-1,2-benzisoxazole hydrochloride Cl.FC1=CC2=C(C(=NO2)C2CCNCC2)C=C1